(S)-N-((R)-4-hydroxy-3-oxo-1-((S)-2-oxopyrrolidin-3-yl)butan-2-yl)-2-(4-methoxy-1H-indole-2-carbonyl)-2-azabicyclo[2.2.2]octane-3-carboxamide OCC([C@@H](C[C@H]1C(NCC1)=O)NC(=O)[C@H]1N(C2CCC1CC2)C(=O)C=2NC1=CC=CC(=C1C2)OC)=O